ClC1=C(/C=C/C2=CC=C(N(C)C)C=C2)C(=CC=C1)Cl (E)-4-(2,6-dichlorostyryl)-N,N-dimethylaniline